(1S)-1-([3,3'-bipyridyl]-5-yl)ethan-1-amine N1=CC(=CC(=C1)[C@H](C)N)C=1C=NC=CC1